p-bromo-N-benzylcarboxamide BrC1=CC=C(CNC=O)C=C1